3-({3-[(2S)-2-(4-chlorophenyl)-2-hydroxy(2-2H)ethyl]-1,2,4-oxadiazol-5-yl}methyl)-1-methyl-1,2,3,4-tetrahydropyrimidine-2,4-dione ClC1=CC=C(C=C1)[C@@](CC1=NOC(=N1)CN1C(N(C=CC1=O)C)=O)([2H])O